O[C@@H]1C[C@H](NC1)C(=O)[O-] (2S,4R)-4-hydroxypyrrolidine-2-carboxylate